C(C)C=1C=C(OCCCSCC2=NNC(N2)=S)C=CC1CC 3-[(3,4-Diethylphenoxypropylsulfanyl)methyl]-1H-1,2,4-triazole-5(4H)-thione